2-(4-chloro-6-oxo-pyridazin-1-yl)acetic acid ClC=1C=NN(C(C1)=O)CC(=O)O